C1(CC1)NC[C@H]1CN(CC1)C=1N=CC(=NC1)C(=O)NC=1N=C(C=2N(C1)C=C(N2)C)C 5-[(3S)-3-[(cyclopropylamino)methyl]pyrrolidin-1-yl]-N-(2,8-dimethylimidazo[1,2-a]pyrazin-6-yl)pyrazine-2-carboxamide